NC1=C(C=C(C=N1)C=1C=C2N(N1)CCC21CN(CC1)C(=O)NC(C)C)O[C@@H](C)C1=NC=CC=C1 2'-{6-amino-5-[(1S)-1-(pyridin-2-yl)ethoxy]pyridin-3-yl}-N-(propan-2-yl)-5',6'-dihydrospiro[pyrrolidine-3,4'-pyrrolo[1,2-b]pyrazole]-1-carboxamide